N-[(2R,4R)-2-methyltetrahydro-2H-pyran-4-yl]-3-nitro-6-(trifluoromethyl)quinolin-4-amine C[C@H]1OCC[C@H](C1)NC1=C(C=NC2=CC=C(C=C12)C(F)(F)F)[N+](=O)[O-]